(3-{1-[(R)-[(3R)-1-(tert-butoxycarbonyl)-4-[(4-methoxyphenyl)methyl]-2H,3H-pyrido[2,3-b]pyrazin-3-yl](phenyl)methoxy]propan-2-yl}phenyl)acetic acid C(C)(C)(C)OC(=O)N1C2=C(N([C@H](C1)[C@H](OCC(C)C=1C=C(C=CC1)CC(=O)O)C1=CC=CC=C1)CC1=CC=C(C=C1)OC)N=CC=C2